C(C1=CC=CC=C1)OC(=O)N1CCC(CC1)CCCN(C)C(=O)OC(C)(C)C 4-(3-((tert-butoxycarbonyl)(methyl)amino)propyl)piperidine-1-carboxylic acid benzyl ester